NC=1C(=NC(=CN1)C1=NC=CC(=C1C(F)(F)F)OCC)C(=O)NC1=NC=CC=C1N1CCC(CC1)(C)N 3-amino-N-(3-(4-amino-4-methylpiperidin-1-yl)pyridin-2-yl)-6-(4-ethoxy-3-(trifluoromethyl)pyridin-2-yl)pyrazine-2-carboxamide